(E)-N-methyl-4-(4-(2-(2-(2-(prop-2-yn-1-yloxy)ethoxy)ethoxy)ethoxy)styryl)aniline CNC1=CC=C(C=C1)\C=C\C1=CC=C(C=C1)OCCOCCOCCOCC#C